O1C=C(C2=C1C=CC=C2)C2=NN1C(N(C(=C(C1=O)N1CCNCC1)CC)CC(=O)NC1=C(C=C(C=C1)C(F)(F)F)Cl)=N2 2-(2-(Benzofuran-3-yl)-5-ethyl-7-oxo-6-(piperazin-1-yl)-[1,2,4]triazolo[1,5-a]pyrimidin-4(7H)-yl)-N-(2-chloro-4-(trifluoromethyl)phenyl)acetamide